CC[C@]1(C[C@@H](C2=C(C3=C(C=C2[C@H]1O)C(=O)C4=C(C3=O)C(=CC=C4)O)[O-])O[C@H]5C[C@@H]([C@@H]([C@@H](O5)C)O)[NH+](C)C)O The molecule is a zwitterion obtained by transfer of a proton from the 5-hydroxy to the tertiary amino group of 11-deoxy-beta-rhodomycin; major species at pH 7.3. It is a tautomer of an 11-deoxy-beta-rhodomycin.